tert-butyl N-[5-(methylamino) pentyl]carbamate CNCCCCCNC(OC(C)(C)C)=O